C(C1=CC=CC=C1)OCCCC1N(C(CC1)=O)[C@H](C(=O)OC)C(C)(C)C methyl (2S)-2-(2-(3-(benzyloxy)propyl)-5-oxopyrrolidin-1-yl)-3,3-dimethylbutanoate